FC(C1=CN=C2N1N=C(C=C2)C2=CNC=1N=C(N=CC12)NCC(F)(F)F)F 5-(3-(difluoromethyl)imidazo[1,2-b]pyridazin-6-yl)-N-(2,2,2-trifluoroethyl)-7H-pyrrolo[2,3-d]pyrimidin-2-amine